Indolpropionat N1C(=CC2=CC=CC=C12)CCC(=O)[O-]